2,4-dihydroxypyridineAt OC1(NC=CC(=C1)O)C(=O)[O-]